benzene-1,2,3-triyl triacetate C(C)(=O)OC1=C(C(=CC=C1)OC(C)=O)OC(C)=O